C(C)(C)(C)C1NCC2C1=CNC2 tert-butyl-hexahydropyrrolo[3,4-c]pyrrole